C(C1=CC=CC=C1)NC1=C(C=CC=C1)C(=C)C1=C(C=CC=C1)F N-benzyl-2-(1-(2-fluorophenyl)vinyl)aniline